(E)-N-(4-((3-chloro-4-fluorophenyl)amino)-3-cyano-7-ethoxyquinolin-6-yl)-4-(dimethylamino)but-2-enamide ClC=1C=C(C=CC1F)NC1=C(C=NC2=CC(=C(C=C12)NC(\C=C\CN(C)C)=O)OCC)C#N